CC=1C(=NC(=NC1C(F)(F)F)SC)C=1C=NN(C1)CC(=O)N1CCN(CC1)C(=O)OC(C)(C)C tertbutyl 4-[2-[4-[5-methyl-2-methylsulfanyl-6-(trifluoromethyl)pyrimidin-4-yl]pyrazol-1-yl]acetyl]piperazine-1-carboxylate